ClC1=C(C(=C(N=N1)N)C)C1CC1 chloro-5-cyclopropyl-4-methylpyridazin-3-amine